NC1=C2N=CN(C2=NC(=N1)C1=CC=C(C=C1)OCC1=CC=CC=C1)C1CCC(CC1)C(=O)NC1=CC(=CC=C1)OC 4-{6-amino-2-[4-(benzyloxy)phenyl]-9H-purin-9-yl}-N-(3-methoxyphenyl)cyclohexanecarboxamide